racemic-3-((3-butyl-3-ethyl-5-(4-fluorophenyl)-7-(methylsulfanyl)-1,1-dioxo-2,3,4,5-tetrahydro-1,5-benzothiazepin-8-yl)oxy)-2,2-dimethylpropionic acid C(CCC)[C@]1(CS(C2=C(N(C1)C1=CC=C(C=C1)F)C=C(C(=C2)OCC(C(=O)O)(C)C)SC)(=O)=O)CC |r|